C(C)(C)(C)OC(=O)N1[C@@H](CN(CC1)C=1C2=C(N=CN1)N(C=C2N(C)C)C2=NC=CC(=C2)C#N)C (R)-4-(7-(4-cyanopyridin-2-yl)-5-(dimethylamino)-7H-pyrrolo[2,3-d]pyrimidin-4-yl)-2-methylpiperazine-1-carboxylic acid tert-butyl ester